CCCS[O-] 3-propanesulfenate